CC1=C2C(=CC=3C=4C=C(C=CC4N(C13)C)C(=O)N[C@@H](CNC(OC(C)(C)C)=O)C)C=NC=C2 tert-butyl N-[(2R)-2-[(5,6-dimethylpyrido[4,3-b]carbazole-9-carbonyl)amino]propyl]carbamate